FC1=CC=C(C=C1)C1CC(C(C1)N1C[C@@H](CCC1)NC(OC(C)(C)C)=O)OC=1N=NC=CC1 tert-butyl ((3R)-1-(4-(4-fluorophenyl)-2-(pyridazin-3-yloxy)cyclopentyl)piperidin-3-yl)carbamate